2-[(4-{3-[(4-chloro-2-fluorophenyl)methoxy]-1H-1,2,4-triazol-1-yl}piperidin-1-yl)methyl]-1-[(1-ethyl-1H-imidazol-5-yl)methyl]-1H-benzimidazole-6-carboxylic acid, ammonium salt [NH4+].ClC1=CC(=C(C=C1)COC1=NN(C=N1)C1CCN(CC1)CC1=NC2=C(N1CC1=CN=CN1CC)C=C(C=C2)C(=O)[O-])F